NC1=NNC2=CC=C(C(=C12)C)C1=C(C=C(C=C1)S(=O)(=O)N1CC(CC1)(O)C(F)(F)F)C 1-((4-(3-amino-4-methyl-1H-indazol-5-yl)-3-methylphenyl)sulfonyl)-3-(trifluoromethyl)pyrrolidin-3-ol